C(C)(C)C1=C(C=CC=C1)S(=O)(=O)C1=[N+](C=CC=C1)[O-] 2-(2-isopropylbenzenesulfonyl)pyridine-N-oxide